N1(CCNCC1)C(=O)C=1C=C(C=CC1)N1N=NC(=C1)C=1C(NC2=CC=CC=C2C1)=O 3-{1-[3-(piperazine-1-carbonyl)-phenyl]-1H-[1,2,3]triazol-4-yl}-1H-quinolin-2-one